2,N-dicyclohexyl-2-(2-pyridin-2-yl-benzoimidazol-1-yl)-acetamide C1(CCCCC1)C(C(=O)NC1CCCCC1)N1C(=NC2=C1C=CC=C2)C2=NC=CC=C2